C(C1=CC=CC=C1)SC1=C(C=NC=C1)F 4-(benzylthio)-3-fluoropyridine